(tert-butyl)-N-(2-fluoro-4-(6-(1-methyl-1H-pyrazol-4-yl)pyrazolo[1,5-a]pyrazin-4-yl)benzyl)-1,3,4-oxadiazole-2-carboxamide C(C)(C)(C)C1=NN=C(O1)C(=O)NCC1=C(C=C(C=C1)C=1C=2N(C=C(N1)C=1C=NN(C1)C)N=CC2)F